dodecan-4,8,11-trien-1-ol C(CCC=CCCC=CCC=C)O